C(CC)(=O)OCCC(CO)(C)C 4-hydroxy-3,3-dimethylbutyl propionate